CN(C)CCCC=1C(=C(C(=O)NC)C=C(C1Cl)S(=O)(=O)N)NCC=1OC=CC1 3-(N,N-Dimethylaminopropyl)-N-methyl-5-aminosulfonyl-4-chloro-2-[(furanylmethyl)amino]benzamide